NC1=NC=C(C2=C1C(=NN2[C@@H]2CN(CC2)C(C=C)=O)C#CC=2C=CC1=CN(N=C1C2)C)C(=O)C2CC2 (S)-1-(3-(4-amino-7-(cyclopropanecarbonyl)-3-((2-methyl-2H-indazol-6-yl)ethynyl)-1H-pyrazolo[4,3-c]pyridin-1-yl)pyrrolidin-1-yl)prop-2-en-1-one